C(C)(C)(C)OC(=O)N[C@H](CCC(=O)O)C(=O)OC (4R)-4-(tert-butoxycarbonylamino)-5-methoxy-5-oxo-pentanoic acid